3-[p-(2-methoxylethyl)phenoxy]-2-propanol succinate C(CCC(=O)O)(=O)O.O(C)CCC1=CC=C(OCC(C)O)C=C1